1-(2,2-difluoroethyl)-6-(3-((2-methoxy-4-(methylsulfonyl)phenyl)amino)prop-1-yn-1-yl)-1H-benzo[d]imidazole-4-carboxylic acid FC(CN1C=NC2=C1C=C(C=C2C(=O)O)C#CCNC2=C(C=C(C=C2)S(=O)(=O)C)OC)F